FC(C(=O)O)(F)F.CN1CCN(CC1)C1(CNC1)CC#N 2-(3-(4-methylpiperazin-1-yl)azetidin-3-yl)acetonitrile trifluoroacetate salt